ClC=1C=CC2=C([C@@H](C[C@@H](O2)C(=O)N[C@@H]2CC[C@H](CC2)N2C(N(CC2)C2=CC(=C(C=C2)Cl)F)=O)O)C1 (2R,4R)-6-chloro-N-{trans-4-[3-(4-chloro-3-fluorophenyl)-2-oxoimidazolidin-1-yl]cyclohexyl}-4-hydroxy-3,4-dihydro-2H-1-benzopyran-2-carboxamide